OC1=CC=C(C=C1)C=1C2=CC=CC=C2C=C2C=CC=C(C12)CCCCC\C=C/C\C=C/C\C=C/C\C=C/CCCC(=O)O 9-(4-hydroxyphenyl)anthraceneArachidonic acid